N-benzylsulfonyl-4-[4-[[2-(4-allyloxyphenyl)phenyl]methyl]piperazin-1-yl]benzamide C(C1=CC=CC=C1)S(=O)(=O)NC(C1=CC=C(C=C1)N1CCN(CC1)CC1=C(C=CC=C1)C1=CC=C(C=C1)OCC=C)=O